4-hydroxy-1-methyl-3-[4-(trifluoromethyl)-2-pyridinyl]imidazol-2-one OC=1N(C(N(C1)C)=O)C1=NC=CC(=C1)C(F)(F)F